6-chloro-3-(chloromethyl)-2-methoxypyridine ClC1=CC=C(C(=N1)OC)CCl